2,2,6-trifluoro-3-oxo-3,4-dihydro-2H-benzo[b][1,4]oxazine-8-carbonitrile FC1(C(NC2=C(O1)C(=CC(=C2)F)C#N)=O)F